C(C)(C)(C)O[Si]([O-])([O-])[O-] t-butylorthosilicate